COC1=C(C(=CC=C1)OC)N1C(=NN=C1C=1C=NC=CC1)NS(=O)(=O)C(C(C1=NC=C(N=C1)C)OC)C N-(4-(2,6-dimethoxyphenyl)-5-(3-pyridinyl)-4H-1,2,4-triazol-3-yl)-1-methoxy-1-(5-methyl-2-pyrazinyl)-2-propanesulfonamide